O1C(=CC=C1)C(CCCCCCCCCC)OC(=O)NCCCS(=O)(=O)[O-].[Na+] sodium 3-((1-(furan-2-yl)undecyloxy)carbonylamino)propane-1-sulfonate